trans-4-((3-fluoroazetidin-1-yl)methyl)-N-(6-(5-methyl-1,3,4-thiadiazol-2-yl)isoquinolin-3-yl)cyclohexane-1-carboxamide FC1CN(C1)C[C@@H]1CC[C@H](CC1)C(=O)NC=1N=CC2=CC=C(C=C2C1)C=1SC(=NN1)C